8-chloro-2-(4-methoxyphenyl)quinazoline-4-carboxamide sodium [Na].ClC=1C=CC=C2C(=NC(=NC12)C1=CC=C(C=C1)OC)C(=O)N